C1(CCC2=CC=CC=C12)NC1=C(C=C(C=C1)[N+](=O)[O-])CCC(=O)O 3-(2-((2,3-dihydro-1H-inden-1-yl)amino)-5-nitrophenyl)propanoic acid